C1(CC1)COC=1C(=CC2=CN(N=C2C1)C1CCC(CC1)CO)NC(=O)C=1C=NN2C1N=CC=C2 N-(6-(cyclopropylmethoxy)-2-((1r,4r)-4-(hydroxymethyl)cyclohexyl)-2H-indazol-5-yl)pyrazolo[1,5-a]pyrimidine-3-carboxamide